BrC=1C=C2C(N(C(=NC2=CC1C)C(CCC)N1CCN(CCC1)C)CC)=O 6-bromo-3-ethyl-7-methyl-2-(1-(4-methyl-1,4-diazepan-1-yl)butyl)quinazolin-4(3H)-one